2,4-diamino-5-hydroxypentanoic acid NC(C(=O)O)CC(CO)N